FC1=C(C=CC(=C1)F)N1C(=NC(=C1)CCCC(=O)NC)C1=C(C(=O)N)C=CC=C1C=1C=NNC1 (1-(2,4-difluorophenyl)-4-(4-(methylamino)-4-oxobutyl)-1H-imidazol-2-yl)-3-(1H-pyrazol-4-yl)benzamide